COC1=CC=C(C=C1)NC(CCN1CC2=CC(=CC(=C2CC1)C)C=1N=C2C(=NC1)N(C=C2C2=CC(=C(C(=O)N(C)C)C=C2)C)S(=O)(=O)CC2=CC=CC=C2)=O 4-(2-(2-(3-(4-methoxyphenylamino)-3-oxopropyl)-5-methyl-1,2,3,4-tetrahydroisoquinolin-7-yl)-5-toluenesulfonyl-5H-pyrrolo[2,3-b]pyrazin-7-yl)-N,N,2-trimethylbenzamide